NC=1CC(=CC2=C(N1)C=C(S2)CC2CCN(CC2)C(=O)OC(C)(C)C)C(N(CCC)OCC)=O tert-butyl 4-[[5-amino-7-[ethoxy(propyl)carbamoyl]-6H-thieno[3,2-b]azepin-2-yl]methyl]piperidine-1-carboxylate